N7-(5,7-difluorochroman-3-yl)-2-(methoxymethyl)pyrazolo[1,5-a]pyrimidine-3,7-dicarboxamide FC1=C2CC(COC2=CC(=C1)F)NC(=O)C1=CC=NC=2N1N=C(C2C(=O)N)COC